5-chloro-N2-(4-((2-(dimethylamino)ethyl)(methyl)amino)-2-methoxyphenyl)-N4-(1-(methylsulfonyl)-1,2,3,4-tetrahydroquinolin-8-yl)pyrimidine-2,4-diamine ClC=1C(=NC(=NC1)NC1=C(C=C(C=C1)N(C)CCN(C)C)OC)NC=1C=CC=C2CCCN(C12)S(=O)(=O)C